NC1=C2C(=NC=N1)N(N=C2C2=CC=C(C=1OCOC12)NC(C1=CC(=CC=C1)CN1CCOCC1)=O)[C@H]1CN(CCC1)C(=O)[O-] (R)-3-(4-Amino-3-(7-(3-(morpholinomethyl)benzamido)benzo[d][1,3]dioxol-4-yl)-1H-pyrazolo[3,4-d]pyrimidin-1-yl)piperidine-1-carboxylate